tert-butyl (2R)-2-(6-bromo-8-cyclopropyl-imidazo[1,2-a]pyrazin-2-yl)pyrrolidine-1-carboxylate BrC=1N=C(C=2N(C1)C=C(N2)[C@@H]2N(CCC2)C(=O)OC(C)(C)C)C2CC2